(3-(fluoromethyl)-1-methyl-1H-pyrazol-5-yl)methanone FCC1=NN(C(=C1)C=O)C